4-(((6-chloro-1,2,3,4-tetrahydroisoquinolin-7-yl)oxy)methyl)-3-fluorobenzonitrile ClC=1C=C2CCNCC2=CC1OCC1=C(C=C(C#N)C=C1)F